C12CNCC2C1O 3-azabicyclo[3.1.0]Hexan-6-ol